NCC(CC)O monoaminomethyl-propanol